(4R,4S)-4-(4-cyano-2-methoxyphenyl)-5-ethoxy-2,8-dimethyl-1,4-dihydro-1,6-naphthyridine-3-carboxamide C(#N)C1=CC(=C(C=C1)[C@H]1C(=C(NC2=C(C=NC(=C12)OCC)C)C)C(=O)N)OC